CN1CCN(CCC1)C1=NC=2N3C4=CC=CC=C4SC3=C(C(C2C=C1)=O)C(=O)OCC Ethyl 4-(4-methyl-1,4-diazepan-1-yl)-8-oxo-11-thia-1,3-diazatetracyclo-[8.7.0.02,7.012,17]heptadeca-2(7),3,5,9,12,14,16-heptaene-9-carboxylate